2-(2-methoxypyridin-3-yl)-1H-pyrrolo[3,2-c]pyridine COC1=NC=CC=C1C1=CC=2C=NC=CC2N1